O[C@@H]1[C@@H]([C@@H](O[C@@H]([C@@H]1O)CO)OC)NC(C)=O N-((2R,3S,4R,5R,6R)-4,5-dihydroxy-6-(hydroxymethyl)-2-methoxytetrahydro-2H-pyran-3-yl)acetamide